S1C2=C(C(=C1)C=1C=C(C=CC1)S(=O)(=O)N1C=C(C=C1C1=C(C=CC=C1)F)C(=O)NC)C=CC=C2 1-(1-((3-(benzo[b]thiophen-3-yl)phenyl)sulfonyl)-5-(2-fluorophenyl)-1H-pyrrol-3-yl)-N-methylformamide